1-(4-fluorophenyl)-3-phenyl-1,3-propanedione FC1=CC=C(C=C1)C(CC(=O)C1=CC=CC=C1)=O